Cl.CNC(=O)C1=NNC2=NC=C(N=C21)C N,5-dimethyl-1H-pyrazolo[3,4-b]Pyrazine-3-carboxamide hydrochloride